C1(CCCC1)OC(C(F)(F)OC1CCCC1)C1=C(C=CC=C1)C1=CC=CC=C1 (1,2-bis(cyclopentyloxy)-2,2-difluoroethyl)-1,1'-biphenyl